5-((2-(2,3-dihydrobenzo[b][1,4]dioxin-6-yl)pyrrolidin-1-yl)methyl)-1-methyl-1H-indazole O1C2=C(OCC1)C=C(C=C2)C2N(CCC2)CC=2C=C1C=NN(C1=CC2)C